O1CC=CCC2=C1C=CC=C2 2,5-DIHYDROBENZOXEPINE